CN1N=C(N=C1C)C=1C(=C(C=CC1)NC1=C2C(=NC(=C1)NC(=O)C1CC1)NN(C2=O)C)OC N-(4-((3-(1,5-dimethyl-1H-1,2,4-triazol-3-yl)-2-methoxyphenyl)amino)-2-methyl-3-oxo-2,3-dihydro-1H-pyrazolo[3,4-b]pyridin-6-yl)cyclopropanecarboxamide